2-[(2R)-3-(3,4-Dihydro-1H-isochinolin-2-yl)-2-hydroxy-propyl]-6-[4-(hydroxymethyl)-1-piperidyl]-3,4-dihydroisochinolin-1-on C1N(CCC2=CC=CC=C12)C[C@H](CN1C(C2=CC=C(C=C2CC1)N1CCC(CC1)CO)=O)O